COC(C1=C(C=C(C(=C1)B1OC(C(O1)(C)C)(C)C)N)F)=O.C\C(=C/CCOC1=CC=C(C=C1)CCC(C)=O)\CCCC (E)-4-(4-((4-methyloct-3-en-1-yl)oxy)phenyl)butan-2-one methyl-4-amino-2-fluoro-5-(4,4,5,5-tetramethyl-1,3,2-dioxaborolan-2-yl)benzoate